CC1=CC=C(C=C1)C=1N=C2N(C=CN=C2)C1NC1=CC=C(C=C1)C(=O)N1CCOCC1 [4-[[2-(4-methyl-phenyl)imidazo[1,2-a]pyrazin-3-yl]amino]phenyl]-morpholin-4-ylmethanone